FC1CS(=O)(=O)OC1 2-fluoro-propanesultone